bishydroxycoumarin bipyridine salt N1=C(C=CC=C1)C1=NC=CC=C1.OC1=C(C(OC2=CC=CC=C12)=O)O